(1-(5-Bromo-4-methoxy-6-methylpyrimidin-2-yl)-4-methylpiperidin-4-yl)carbamic acid tert-butyl ester C(C)(C)(C)OC(NC1(CCN(CC1)C1=NC(=C(C(=N1)OC)Br)C)C)=O